8-methyl-3,8-diaza-bicyclo[3.2.1]octane dihydrochloride Cl.Cl.CN1C2CNCC1CC2